ClC=1C(=CC(=NC1)NC(N[C@H]1[C@@H](CCCC1)C(=O)NC)=O)C1=C2N(N=C1)CC(C2)(C)C (1r,2r)-2-(3-(5-chloro-4-(5,5-dimethyl-5,6-dihydro-4H-pyrrolo[1,2-b]pyrazol-3-yl)pyridin-2-yl)ureido)-N-methylcyclohexane-1-carboxamide